C(C)(C)(C)OC(N(CC=1C=NC(=NC1)N1CCN(CC1)C(CCOCCN1CCNCC1)=O)C(=O)OC(C)(C)C)=O N-tert-butoxycarbonyl-N-((2-(4-(3-(2-piperazin-1-ylethoxy)propionyl)piperazin-1-yl)pyrimidin-5-yl)methyl)carbamic acid tert-butyl ester